C1=C(C=CC2=CC=CC=C12)C=1C2=CC=CC=C2C=C2C=CC=C(C12)C1=CC2=CC=CC=C2C=C1 9,1-di-2-naphthyl-Anthracene